CC(C)(OC(NCCOCCOCCCC1=CC=C(C=C1)[C@@H](C(=O)O)N1CC2=CC=CC=C2C1)=O)C (S)-2-(4-(2,2-dimethyl-4-oxo-3,8,11-trioxa-5-azatetradecan-14-yl)phenyl)-2-(isoindolin-2-yl)acetic acid